propylene glycol dimaleate C(\C=C/C(=O)O)(=O)O.C(\C=C/C(=O)O)(=O)O.C(C(C)O)O